O.[O-]S(=O)(=O)[O-].O=[V+2] The molecule is a hydrate derived from vanadyl sulfate (number of water molecules is not specified). It is a hydrate, a vanadium coordination entity and a metal sulfate. It contains a vanadyl sulfate.